tert-butyl 1-((4-(3-(2,4-difluorophenyl)-1-methyl-1H-pyrazol-4-yl)-7-methoxypyrido[3,2-d]pyrimidin-6-yl)carbamoyl)-3-azabicyclo[3.1.0]hexane-3-carboxylate FC1=C(C=CC(=C1)F)C1=NN(C=C1C=1C2=C(N=CN1)C=C(C(=N2)NC(=O)C21CN(CC1C2)C(=O)OC(C)(C)C)OC)C